ClC1=CCN(C=C1)C 4-chloro-N-methylpyridine